ClC1=CC=[N+](C2=CC=CC(=C12)C#N)[O-] 4-chloro-5-cyanoquinoline 1-oxide